C(CCCCCCC)(=O)[O-].[Cu+2].COC1=C(C=C(C=N1)C1=CC=CC=N1)C(F)(F)F.C(CCCCCCC)(=O)[O-] 6-(6-methoxy-5-(trifluoromethyl)pyridin-3-yl)pyridin copper octanoate salt